3-Fluoro-N-[(1-methyl-1H-benzotriazol-7-yl)methyl]-4-(trifluoromethoxy)benzamid FC=1C=C(C(=O)NCC2=CC=CC3=C2N(N=N3)C)C=CC1OC(F)(F)F